1-cyclopentyl-4-((3-(2-fluorophenyl)isoxazol-5-yl)methyl)piperazine-2,3-dione C1(CCCC1)N1C(C(N(CC1)CC1=CC(=NO1)C1=C(C=CC=C1)F)=O)=O